2-(4-amino-1-(4-aminobutyl)-1H-pyrazolo[3,4-d]pyrimidin-3-yl)-1H-indol-5-ol trifluoroacetic acid salt FC(C(=O)O)(F)F.NC1=C2C(=NC=N1)N(N=C2C=2NC1=CC=C(C=C1C2)O)CCCCN